4-((1R,3S)-6-chloro-3-phenyl-2,3-dihydro-1H-inden-1-yl)-1,2,2-trimethylpiperazine ClC1=CC=C2[C@@H](C[C@H](C2=C1)N1CC(N(CC1)C)(C)C)C1=CC=CC=C1